2,7-dihydroxyphenothiazine OC1=CC=2NC3=CC=C(C=C3SC2C=C1)O